4-hydroxy-N-methyl-pyrrolidine-2-carboxamide OC1CC(NC1)C(=O)NC